C(C)OC(=O)C1=C(SC=C1C(=O)O)C=1SC=CC1 bithiophenedicarboxylic acid ethyl ester